N-(2'-(5-Phenyl-1H-imidazol-2-yl)-3,4'-bipyridin-5-yl)cyclopentane-carboxamide C1(=CC=CC=C1)C1=CN=C(N1)C1=NC=CC(=C1)C=1C=NC=C(C1)NC(=O)C1CCCC1